3-(1-oxo-4-((8-(piperazin-1-yl)octyl)thio)isoindolin-2-yl)piperidine-2,6-dione O=C1N(CC2=C(C=CC=C12)SCCCCCCCCN1CCNCC1)C1C(NC(CC1)=O)=O